3-chloro-1-((2-(trimethylsilyl)ethoxy)methyl)-1H-pyrazole ClC1=NN(C=C1)COCC[Si](C)(C)C